C(#N)C(C(=O)OCC)(C)C1=C(C=C(C(=O)OC)C=C1)[N+](=O)[O-] methyl 4-(2-cyano-1-ethoxy-1-oxoprop-2-yl)-3-nitrobenzoate